CC(C)(COP(=O)(O)OP(=O)(O)OC[C@@H]1[C@H]([C@H]([C@@H](O1)N2C=NC3=C(N=CN=C32)N)O)OP(=O)(O)O)[C@H](C(=O)NCCC(=O)NCCSC(=O)C4=CC5=CC=CC=C5C=C4)O The molecule is an acyl-CoA thioester that results from the formal condensation of the thiol group of coenzyme A with the carboxy group of 2-naphthoic acid.. It has a role as a mouse metabolite. It derives from a 2-naphthoic acid.